ClC=1C=NN(C(C1)=O)CC1(COC1)NC=1C=CC(=C(C1)S(=O)(=O)N(C)C)C 5-[[3-[(4-chloro-6-oxo-pyridazin-1-yl)methyl]oxetan-3-yl]amino]-N,N,2-trimethyl-benzenesulfonamide